Ethyl-2-isopropylidenhydrazincarboxylat C(C)OC(=O)NN=C(C)C